thieno[3,2-c]pyridine-6-carboxylic acid S1C=CC=2C=NC(=CC21)C(=O)O